L-aspartyl-L-lysine N[C@@H](CC(=O)O)C(=O)N[C@@H](CCCCN)C(=O)O